[Si](C)(C)(C(C)(C)C)OC1CC(N(C1)C(C(C(C)C)C1=CC(=NO1)O)=O)C(=O)N[C@@H](C)C1=CC=C(C=C1)C1=C(N=CS1)C 4-((tert-butyldimethylsilyl)oxy)-1-(2-(3-hydroxyisoxazol-5-yl)-3-methylbutanoyl)-N-((S)-1-(4-(4-methylthiazol-5-yl)phenyl)ethyl)pyrrolidine-2-carboxamide